N'-benzyl-N'-[[3-(trifluoromethyl)-2-pyridyl]methyl]oxamide C(C1=CC=CC=C1)N(C(C(N)=O)=O)CC1=NC=CC=C1C(F)(F)F